3,5-Divinylbenzene C(=C)C=1C=CC=C(C1)C=C